ClC1=CC=2N(N=C1)C(=CN2)CC2=CC1=C(OC(CO1)C1=CC=C(C=C1)OC(F)F)C(=C2)OC 7-chloro-3-((2-(4-(difluoromethoxy)phenyl)-8-methoxy-2,3-dihydrobenzo[b][1,4]dioxin-6-yl)methyl)imidazo[1,2-b]pyridazine